FC=1C=C(C=CC1O)N1N=NC(=C1)C1=NC2=CC=C(C=C2C=C1)OCCCC(=O)NCCCCCNC(NC=1C=CC(=C(C(=O)O)C1)C=1C2=CC=C(C=C2OC2=CC(C=CC12)=O)O)=S 5-(3-(5-(4-((2-(1-(3-fluoro-4-hydroxyphenyl)-1H-1,2,3-triazol-4-yl)quinolin-6-yl)oxy)butanamido)pentyl)thioureido)-2-(6-hydroxy-3-oxo-3H-xanthen-9-yl)benzoic acid